FC1=CC(=CC2=CN(N=C12)C)N1N=C2C(=C1)C=C(S2)C2CCNCC2 7-fluoro-2-methyl-5-[5-(piperidin-4-yl)thieno[2,3-c]pyrazol-2-yl]indazole